6-chloro-N-(5-chloro-1-cyclopropyl-1H-pyrazol-4-yl)-7-(1,4,6,7-tetrahydro-5H-pyrazolo[4,3-c]pyridin-5-yl)quinazolin-2-amine ClC=1C=C2C=NC(=NC2=CC1N1CC2=C(CC1)NN=C2)NC=2C=NN(C2Cl)C2CC2